[N+](=O)([O-])C1=CC=C(CN2C(COCC2)=O)C=C1 4-(4-nitrobenzyl)-3-morpholone